N-(5-(5-amino-1H-pyrazol-1-yl)-1,3,4-thiadiazol-2-yl)-4-(2-cyano-6-methoxyphenyl)-3-(2-methoxyethoxy)-2-oxo-2H-pyran-6-carboxamide NC1=CC=NN1C1=NN=C(S1)NC(=O)C1=CC(=C(C(O1)=O)OCCOC)C1=C(C=CC=C1OC)C#N